C(C)OC1=NC=CC=C1C=1C=C(C=2N(N1)C(=NC2C(C)C)C)NCC2=CC=CC=1N2C=NC1 2-(2-ethoxy-3-pyridyl)-N-(imidazo[1,5-a]pyridin-5-ylmethyl)-5-isopropyl-7-methyl-imidazo[1,5-b]pyridazin-4-amine